(S)-4-Benzyl-10-(methylsulfonyl)-5-oxo-3,4,5,10-tetrahydro-1H-thiepino[3,4-b]indole-4-carbonitril C(C1=CC=CC=C1)[C@@]1(C(C2=C(N(C3=CC=CC=C23)S(=O)(=O)C)CSC1)=O)C#N